O1C[C@H](CC1)N1C=C2C(=NC=3N(C2=CC1=O)N=CC3)N[C@H](C)C3=CC(=CC=C3)C(F)(F)F 7-((S)-tetrahydrofuran-3-yl)-5-(((R)-1-(3-(trifluoromethyl)phenyl)ethyl)amino)pyrazolo[1,5-a]pyrido[3,4-e]pyrimidin-8(7H)-one